3-ethyl-1-[3-(5-methylthiazol-2-yl)-1H-pyrrolo[2,3-b]pyridin-4-yl]piperidin C(C)C1CN(CCC1)C1=C2C(=NC=C1)NC=C2C=2SC(=CN2)C